C(C1=CC=CC=C1)OCCCCN1N=NC2=C1C=CC(=C2C)C(CC(=O)OCC)C2=CC(=C(C(=C2)Cl)OC)CN2S(OC1=C(C2)C=C(C=C1)OCC1=CC=CC=C1)(=O)=O ethyl 3-{1-[4-(benzyloxy)butyl]-4-methyl-1H-benzotriazol-5-yl}-3-(3-{[6-(benzyloxy)-2,2-dioxo-2H-1,2λ6,3-benzoxathiazin-3(4H)-yl]methyl}-5-chloro-4-methoxyphenyl)propanoate